COC1NCCC(C1)C 2-methoxy-4-methylpiperidin